2-((1H-pyrazol-3-yl)methyl)-6-((6-aminopyridin-2-yl)methyl)-4-methyl-4H-thiazolo[5',4':4,5]pyrrolo[2,3-D]pyridazin-5(6H)-one N1N=C(C=C1)CC=1SC2=C(N(C=3C(N(N=CC32)CC3=NC(=CC=C3)N)=O)C)N1